N-((4-methoxy-6-methyl-2-oxo-1,2-dihydropyridin-3-yl)methyl)-6-methylimidazo[1,5-a]pyridine-7-carboxamide COC1=C(C(NC(=C1)C)=O)CNC(=O)C1=CC=2N(C=C1C)C=NC2